CN1C(C2=C(C(=C1)C=1C=NC(=CC1)N1CCC(CC1)C1=CC=C(C=C1)OCCN1CCOCC1)C=CN2S(=O)(=O)C2=CC=C(C)C=C2)=O 6-methyl-4-{6-[4-(4-(2-morpholinoethoxy)phenyl)piperidin-1-yl]pyridin-3-yl}-1-tosyl-1H-pyrrolo[2,3-c]pyridin-7(6H)-one